(S)-2-bromo-N-(chroman-4-yl)-N-methylbenzo[d]thiazole-6-carboxamide BrC=1SC2=C(N1)C=CC(=C2)C(=O)N(C)[C@H]2CCOC1=CC=CC=C21